Tert-butyl ((6-chloro-2-phenyl-7-(4,4,5,5-tetramethyl-1,3,2-dioxaborolan-2-yl)-2,3-dihydrobenzofuran-2-yl)methyl)carbamate ClC1=C(C2=C(CC(O2)(C2=CC=CC=C2)CNC(OC(C)(C)C)=O)C=C1)B1OC(C(O1)(C)C)(C)C